1-(4-nitrophenyl)methanesulfonamide [N+](=O)([O-])C1=CC=C(C=C1)CS(=O)(=O)N